3-aminopyridine-2-carboxamide NC=1C(=NC=CC1)C(=O)N